tert-butyl 4-{5-[(1-{[4-(trifluoromethyl)phenyl]carbamoyl}-D-prolyl)amino]pyridin-2-yl}benzoate FC(C1=CC=C(C=C1)NC(=O)N1[C@H](CCC1)C(=O)NC=1C=CC(=NC1)C1=CC=C(C(=O)OC(C)(C)C)C=C1)(F)F